FC1=C(CNC2=NC(=NC=C2C(=O)N)NC=2C=NN(C2)CCSC)C(=CC=C1)F 4-((2,6-difluorobenzyl)amino)-2-((1-(2-methylthioethyl)-1H-pyrazol-4-yl)amino)pyrimidin-5-carboxamide